ClC=1C=C(COC2=C(C=C(CN3CC(C3)C(=O)OC)C=C2C)F)C=CC1Cl methyl 1-(4-((3,4-dichlorobenzyl)oxy)-3-fluoro-5-methylbenzyl)azetidine-3-carboxylate